BrC1=NC(=C2N1C=C(C=C2)C(F)(F)F)C2=CC=C(C=C2)C(F)(F)F 3-bromo-6-(trifluoromethyl)-1-(4-(trifluoromethyl)phenyl)imidazo[1,5-a]pyridine